OCCC1=C(C=CC(=C1)N)N 2-(2-hydroxyethyl)-para-phenylenediamine